C[Sn](C)(C)C tetramethyl-stannum